copper DL-aspartate N[C@@H](CC(=O)[O-])C(=O)[O-].[Cu+2] |r|